O=C1N[C@@H](C[C@@H]1N1C(C2=CC=CC=C2C1=O)=O)C1=CC=CC=C1 2-((3S,5S)-2-Oxo-5-phenylpyrrolidin-3-yl)isoindoline-1,3-dione